2-chloro-6-((1-methylpiperidin-4-yl)oxy)pyrazine ClC1=NC(=CN=C1)OC1CCN(CC1)C